ClC1=CC=C(C=C1)CCC1=NOC(=N1)CN1N=CC(=C(C1=O)C)SC1COCC1 2-({3-[2-(4-chlorophenyl)ethyl]-1,2,4-oxadiazol-5-yl}methyl)-4-methyl-5-(oxolan-3-ylsulfanyl)-2,3-dihydropyridazin-3-one